C(C)(C)OCCCNC(C1=CC=CC=C1)=O N-(3-isopropoxypropyl)benzamide